sodium ricinoleate methyl-sulfonate salt CS(=O)(=O)[O-].C(CCCCCCC\C=C/C[C@H](O)CCCCCC)(=O)O.[Na+]